N-[3-ethyl-5-(2-pyrimidinyl)phenyl]-7,8-dihydro-4-(2-methylphenyl)-2-(3-pyridinyl)pyrido[4,3-d]pyrimidine-6(5H)-carboxamide C(C)C=1C=C(C=C(C1)C1=NC=CC=N1)NC(=O)N1CC2=C(N=C(N=C2C2=C(C=CC=C2)C)C=2C=NC=CC2)CC1